tert-Butyl 3-(6-bromo-7-(difluoromethyl)-3,4-dihydroquinolin-1(2H)-yl)-1-(tetrahydro-2H-pyran-4-yl)-1,4,6,7-tetrahydro-5H-pyrazolo[4,3-c]pyridine-5-carboxylate BrC=1C=C2CCCN(C2=CC1C(F)F)C1=NN(C2=C1CN(CC2)C(=O)OC(C)(C)C)C2CCOCC2